C1(=CC=C(C=C1)/N=N/C1=C(C=CC(=C1)C=C)O)C (E)-2-(p-tolyldiazenyl)-4-vinylphenol